NC1=CC(=C(C=C1C#N)N1CCN(C2(CC2)C1)C(=O)OC(C)(C)C)OC tert-butyl 7-(4-amino-5-cyano-2-methoxy-phenyl)-4,7-diazaspiro[2.5]octane-4-carboxylate